CC1(OB(OC1(C)C)C(=C)C)C 4,4,5,5-tetramethyl-2-(1-methylethenyl)-1,3,2-dioxaborolane